BrC=1C(=CC(=C(N)C1)C1=CCCC1(C)C)Cl 5-bromo-4-chloro-2-(5,5-dimethylcyclopent-1-en-1-yl)aniline